ClC=1C=C(C=C2C=CC(=NC12)NC1=CC2=C(OC(O2)(F)F)C=C1)C 8-chloro-N-(2,2-difluorobenzo[d][1,3]dioxol-5-yl)-6-methylquinolin-2-amine